2-propylmercapto-5-(4-methoxy-2-nitrophenyl)-5,6-dihydropyrido[2,3-d]pyrimidine-4,7(3H,8H)-dione C(CC)SC=1NC(C2=C(N1)NC(CC2C2=C(C=C(C=C2)OC)[N+](=O)[O-])=O)=O